C(C)NC1=NC=2N(C(=N1)NCC1=NN=C(N1)C1=CC=CC=C1)N=CC2C(C)C N2-ethyl-N4-[(5-phenyl-4H-1,2,4-triazol-3-yl)methyl]-8-(propan-2-yl)pyrazolo[1,5-a][1,3,5]triazine-2,4-diamine